(2R)-2-hydrazinopropionic acid methyl ester hydrochloride Cl.COC([C@@H](C)NN)=O